Tetramethyl-Ammonium Bromide tert-butyl-(E)-1-((tert-butylsulfinyl)imino)-8-azaspiro[4.5]dec-2-en-8-carboxylate C(C)(C)(C)OC(=O)N1CCC/2(CC=C\C2=N/S(=O)C(C)(C)C)CC1.[Br-].C[N+](C)(C)C